N-(5-(3-((2-(((1R,5S,6r)-3-oxabicyclo[3.1.0]hexan-6-yl)amino)pyridin-4-yl)methyl)-4,4-dimethyl-2,5-dioxoimidazolidin-1-yl)-2-(trifluoromethoxy)phenyl)-2-(dimethylamino)acetamide [C@H]12COC[C@@H]2C1NC1=NC=CC(=C1)CN1C(N(C(C1(C)C)=O)C=1C=CC(=C(C1)NC(CN(C)C)=O)OC(F)(F)F)=O